C=C1C2C3C4C=CC(C3C(C1)C2)C4 9-methylidene-tetracyclo[6.2.1.13,6.02,7]Dodeca-4-ene